4-[1-[[4-[2-(4-Methylphenoxy)ethyl-methyl-amino]tetrahydropyran-4-carbonyl]amino]cyclopropyl]benzoic acid, hydrochloride Cl.CC1=CC=C(OCCN(C2(CCOCC2)C(=O)NC2(CC2)C2=CC=C(C(=O)O)C=C2)C)C=C1